C(C=C)[C@H]1[C@H](C[C@H]([C@H](O1)C)NC(OC(C)(C)C)=O)C tert-butyl ((2R,3R,5S,6S)-6-allyl-2,5-dimethyltetrahydro-2H-pyran-3-yl)carbamate